FC1=C(C(=CC=C1)OC)C1=NC=CC(=N1)NC1=CC(=C(C=N1)C=1C=NC(=CC1)CN1CCOCC1)N1C[C@H](CCC1)O (S)-1-(6-((2-(2-fluoro-6-methoxyphenyl)pyrimidin-4-yl)amino)-6'-(morpholinomethyl)-[3,3'-bipyridin]-4-yl)piperidin-3-ol